COC1=CC=C(CN(CCCC2CCC3(CCNCC3)CC2)C)C=C1 N-(4-methoxybenzyl)-N-methyl-3-(3-azaspiro[5.5]undec-9-yl)propan-1-amine